C(C)(C)(C)OC(=O)N1CC2C(C1)CC(C2)=C 5-Methylenehexahydrocyclopent[c]pyrrole-2(1H)-carboxylic acid tert-butyl ester